C(C=C)(=O)OCC(CCCCCCCC)CCCCCCCC 2-octyldecyl acrylate